((2S,3S,4S,5R)-3,4-bis(benzyloxy)-5-((benzyloxy)methyl)-5-vinyltetrahydrofuran-2-yl)pyrrolo[2,1-f][1,2,4]triazin-4-amine C(C1=CC=CC=C1)O[C@H]1[C@@H](O[C@]([C@H]1OCC1=CC=CC=C1)(C=C)COCC1=CC=CC=C1)C1=NN2C(C(=N1)N)=CC=C2